hexenyl-dimethoxymethylsilane C(=CCCCC)[SiH2]C(OC)OC